2-(5-((3-(cyclopropylmethyl)-2,4,5-trioxoimidazolidin-1-yl)methyl)-1,2,4-oxadiazol-3-yl)-N-((5,5-dimethyltetrahydrofuran-2-yl)methyl)-N-(2-methoxyphenyl)acetamide C1(CC1)CN1C(N(C(C1=O)=O)CC1=NC(=NO1)CC(=O)N(C1=C(C=CC=C1)OC)CC1OC(CC1)(C)C)=O